tert-butyl 2-chloro-6,7-dihydro-5H-cyclopenta[b]pyridine-3-carboxylate ClC1=C(C=C2C(=N1)CCC2)C(=O)OC(C)(C)C